NC1=CC=CC(=N1)S(=O)(=O)NC1=NC(=C(C=C1)Cl)C1=C(C(=CC=C1F)F)F 6-amino-N-(5-chloro-6-(2,3,6-trifluorophenyl)pyridin-2-yl)pyridine-2-sulfonamide